ClC1=CC=C(C(=N1)C(=O)NS(=O)(=O)C)N[C@H](C)C=1C=C(C=C2C(N(C(=NC12)C1=CC2=C(N(N=C2C=C1)C)C)C)=O)C (R)-6-chloro-3-((1-(2-(2,3-dimethyl-2H-indazol-5-yl)-3,6-dimethyl-4-oxo-3,4-dihydroquinazolin-8-yl)ethyl)amino)-N-(methylsulfonyl)picolinamide